C(=CC1=CC=CC=C1)N(C=CC1=CC=CC=C1)C=CC1=CC=CC=C1 Tristyrylamin